4-Chlorophenyl (5R)-5-(1,1-dioxo-1λ6,2-thiazinan-2-yl)-3,3-difluoropiperidine-1-carboxylate O=S1(N(CCCC1)[C@@H]1CC(CN(C1)C(=O)OC1=CC=C(C=C1)Cl)(F)F)=O